7-methyl-6-(1-(6-(4-pyridyl)-1H-imidazo[4,5-b]pyrazin-1-yl)ethyl)quinoline CC1=C(C=C2C=CC=NC2=C1)C(C)N1C=NC=2C1=NC(=CN2)C2=CC=NC=C2